(5R)-2-[1-(4-chlorophenyl)cyclopropane-1-carbonyl]-9,9-dimethyl-8-oxo-2-azaspiro[4.5]dec-6-ene-7-carbonitrile ClC1=CC=C(C=C1)C1(CC1)C(=O)N1C[C@]2(CC1)C=C(C(C(C2)(C)C)=O)C#N